N,3-dimethyl-4,5,6,7-tetrahydrobenzothiophen-6-amine hydrochloride salt Cl.CNC1CC2=C(C(=CS2)C)CC1